2-chloro-3-methyl-5,6,7,8-tetrahydronaphthalene-1-carbaldehyde ClC1=C(C=2CCCCC2C=C1C)C=O